(R,S)-7-((4-((4-methoxybenzyl)oxy)phenyl)(pyridin-4-yl)methoxy)chroman-4-one COC1=CC=C(COC2=CC=C(C=C2)[C@@H](OC2=CC=C3C(CCOC3=C2)=O)C2=CC=NC=C2)C=C1